7,8-dichloro-2-(methylthio)pyrido[4,3-d]pyrimidin-4(3H)-one ClC1=C(C=2N=C(NC(C2C=N1)=O)SC)Cl